BrC1=CC(=CS1)CC1(C2=NCN([C@H]3[C@H](O)[C@H](O)[C@@H](CO)O3)C2=NC=N1)N 6-[(5-bromothiophen-3-yl)methyl]adenosine